NC(CCN(C(CCl)=O)NC(=O)[C@@H](CC(C)C)NC(=O)C=1N=C(OC1)C)=O N-[(1R)-1-[[(3-amino-3-oxo-propyl)-(2-chloroacetyl)amino]carbamoyl]-3-methyl-butyl]-2-methyl-oxazole-4-carboxamide